C1(=CC=CC=C1)CC(C1=CC=C(C=C1)CC1=CC=CC=C1)CC1=CC=CC=C1 bis-phenylmethyl-4-phenylmethyl-phenylmethane